FC1=CC=C2C(=CNC2=C1)C1=NC=C(C2=C1CNC2=O)NC2=NC=C(C=C2)N2CCN(CC2)C 4-(6-fluoro-1H-indol-3-yl)-7-[[5-(4-methylpiperazin-1-yl)-2-pyridyl]amino]-2,3-dihydropyrrolo[3,4-c]pyridin-1-one